ClC=1C(=C(C(=CC1)N1N=NN=C1)C1=CC(N2CCCC2C1)=O)F (3S)-7-(3-chloro-2-fluoro-6-(1H-tetrazol-1-yl)phenyl)-5-oxo-1,2,3,5,8,8a-hexahydroindolizine